dimethyl (Z)-butenedioate C(\C=C/C(=O)OC)(=O)OC